n-hexane-1,3,6-triol C(CC(CCCO)O)O